FC1CN(CC1NC)C1=CC=C(C=C1)N1C=NC(=C1)NC=1N=CC(=NC1)C#N 5-((1-(4-(3-Fluoro-4-(methylamino)pyrrolidin-1-yl)phenyl)-1H-imidazol-4-yl)amino)pyrazine-2-carbonitrile